C(CCCCC)C1=NC(=C2NC=NC2=N1)N hexyl-adenine